5-chloro-N-(3-(2-(cyclopropylamino)-7-oxo-7,8-dihydropyrido[2,3-d]pyrimidin-6-yl)-2-fluorophenyl)-2-methoxypyridine-3-sulfonamide ClC=1C=C(C(=NC1)OC)S(=O)(=O)NC1=C(C(=CC=C1)C1=CC2=C(N=C(N=C2)NC2CC2)NC1=O)F